BrC1=CC=C(C=2N=CC=NC12)C(=O)NC=1C=C(C=2N(C1)C=C(N2)C)F 8-bromo-N-(8-fluoro-2-methylimidazo[1,2-a]pyridin-6-yl)quinoxaline-5-carboxamide